O[C@@]1([C@@H](CC[C@H](C1)C)C(C)C)C(=O)NCCC=1C=C(C=CC1)CCC(=O)OC methyl 3-(3-(2-((1S,2S,5R)-1-hydroxy-2-isopropyl-5-methylcyclohexane-1-carboxamido)ethyl)phenyl)propanoate